CC1(C(N(C1)C1=CC=C(C(=O)OCC)C=C1)=O)C ETHYL 4-(3,3-DIMETHYL-2-OXOAZETIDIN-1-YL)BENZOATE